2,4-diaminohexahydrotoluene NC1C(C)CCC(C1)N